(5R)-8-Chloro-1-[trans-4-(pyridin-2-yloxy)cyclohexyl]-5,6-dihydro-4H-[1,2,4]triazolo[4,3-a][1]benzazepin-5-amin ClC=1C=CC2=C(C[C@H](CC=3N2C(=NN3)[C@@H]3CC[C@H](CC3)OC3=NC=CC=C3)N)C1